N-[4-(4-chlorophenoxy)-3-sulfamylphenyl]-2-(4-methoxyphenyl)acetamide ClC1=CC=C(OC2=C(C=C(C=C2)NC(CC2=CC=C(C=C2)OC)=O)S(N)(=O)=O)C=C1